FC=1C(=C(C=C2C=CC=3OC=CC3C12)O)N1CC(NS1(=O)=O)=O 5-(9-fluoro-7-hydroxynaphtho[2,1-b]furan-8-yl)-1λ6,2,5-thiadiazolidine-1,1,3-trione